BrC=1C=CC=C2C(CC(OC12)C1=C(C=C(C=C1)Cl)F)=O 8-bromo-2-(4-chloro-2-fluoro-phenyl)chroman-4-one